ClCC1=NOC(=C1C)OC1=C(C=C(C=C1)N1N=CN(C1=O)CC1=C(C=CC=C1F)F)F (4-((3-(chloromethyl)-4-methylisoxazol-5-yl)oxy)-3-fluorophenyl)-4-(2,6-difluorobenzyl)-2,4-dihydro-3H-1,2,4-triazol-3-one